5-[2-fluoro-4-[3-(2-oxooxazolidin-3-yl)propoxy]phenoxy]imidazo[1,5-a]pyridine-7-carboxamide FC1=C(OC2=CC(=CC=3N2C=NC3)C(=O)N)C=CC(=C1)OCCCN1C(OCC1)=O